C(C)(C)(C)OC(=O)NC1CCC(CC1)C(=O)NCCOC1=CC=C(C=C1)C1=C(C(=O)O)C=CN=C1 3-(4-(2-((1r,4r)-4-(tert-butoxycarbonylamino)cyclohexanecarboxamido)ethoxy)phenyl)isonicotinic acid